C(C1=CC=CC=C1)OC=1C(=CC2=C(NCC(N(C2)C2=CC=CC=C2)C)C1)OC 8-(benzyloxy)-7-methoxy-3-methyl-4-phenyl-3,4-dihydro-1H-benzo[e][1,4]diazepin